(1R,4R)-5-((1-((benzyloxy)carbonyl)piperidin-4-yl)methyl)-2,5-diazabicyclo[2.2.1]heptane C(C1=CC=CC=C1)OC(=O)N1CCC(CC1)CN1[C@H]2CN[C@@H](C1)C2